cerium(II) oxide [O-2].[Ce+2]